NC1=CC=C(OC2=CC=C(C=C2)OC2=CC=C(C=C2)OC2=CC=C(C=C2)N)C=C1 bis[4-(4-amino phenoxy)phenyl] ether